CC(C#C)NCCO 2-(but-3-yn-2-ylamino)ethan-1-ol